(9Z,12Z)-N-[3-(dimethylamino)propyl]octadeca-9,12-dienamide CN(CCCNC(CCCCCCC\C=C/C\C=C/CCCCC)=O)C